4-[5-amino-1-(4-fluorophenyl)-2-(2-methoxy-1,1-dimethyl-ethyl)-6-methyl-pyrrolo[2,3-b]pyridin-3-yl]benzoic acid methyl ester COC(C1=CC=C(C=C1)C1=C(N(C2=NC(=C(C=C21)N)C)C2=CC=C(C=C2)F)C(COC)(C)C)=O